C([C@@H]1[C@H]([C@@H]([C@](O1)(COP(=O)(O)O)O)O)O)OP(=O)(O)O The molecule is a D-fructofuranose 1,6-bisphosphate with a beta-configuration at the anomeric position. It has a role as a mouse metabolite. It derives from a beta-D-fructofuranose. It is a conjugate acid of a beta-D-fructofuranose 1,6-bisphosphate(4-).